NC=1N=C(C2=C(N1)C=C(C=N2)C=2C=NC(=CC2)CN2CCN(CC2)C)NC(CO)(CCCC)C 2-((2-Amino-7-(6-((4-methylpiperazin-1-yl)methyl)pyridin-3-yl)pyrido[3,2-d]pyrimidin-4-yl)amino)-2-methylhexan-1-ol